Tri(trifluoroethanol) borate B(O)(O)O.FC(CO)(F)F.FC(CO)(F)F.FC(CO)(F)F